butyl-tin dithiolate S1SC(C=C1)C(=O)[O-].C(CCC)[Sn+3].S1SC(C=C1)C(=O)[O-].S1SC(C=C1)C(=O)[O-]